ClC=1N=C(N2C(=NC3=C(C2=O)C(OC3)C)C1)C1=C(C=C(C=C1)Cl)F 6-chloro-8-(4-chloro-2-fluorophenyl)-1-methyl-1,3-dihydro-10H-furo[3,4-d]pyrimido[1,6-a]pyrimidin-10-one